C(C)(=O)OC=1C(=C2C(OC(C2=CC1)=O)=O)[N+](=O)[O-] 4-nitro-1,3-dioxo-1,3-dihydroisobenzofuran-5-yl acetate